FC(C1=CC=C(NC=O)C=C1)(F)F p-trifluoromethyl-formanilide